C(C1=CN=CC=C1)(=O)OC1CCCOC12CCCO2 1,6-dioxaspiro[4.5]decan-10-yl nicotinate